Cl.CN(C1=CC=C(CN(C(=O)C2CCCC3=CC=C(C=C23)OC)C2=CC=C(C=C2)C(C)C)C=C1)C N-[4-(dimethylamino)benzyl]-N-(4-isopropylphenyl)-7-methoxy-1,2,3,4-tetrahydronaphthalene-1-carboxamide hydrochloride